S(=O)(=O)([O-])[O-].S(=O)(=O)(O)O.S(=O)(=O)(O)O.S(=O)(=O)([O-])O.[NH4+].[Co+2] cobalt ammonium tetrasulfate